5-chloro-2,4-difluoro-N-(4-methoxybenzyl)-N-(oxazole-2-yl)benzenesulfonamide ClC=1C(=CC(=C(C1)S(=O)(=O)N(C=1OC=CN1)CC1=CC=C(C=C1)OC)F)F